C(CCCCCCC)OS(=O)(=O)[O-].[Na+].C1=CC=CC=2C3=CC=CC=C3N(C12)C=1C=C(C=CC1)C1=NC(=CC=C1)C1=CC(=CC=C1)N1C2=CC=CC=C2C=2C=CC=CC12 2,6-bis(3-(9H-Carbazol-9-yl)phenyl)pyridine Natrium Octylsulfat